2-(6,7,8,9,10,11-Hexahydro-5,9:7,11-dimethano-5H-benzocyclononen-2-yl)-4,4,5,5-tetramethyl-1,3,2-dioxaborolan C1=C(C=CC2=C1C1CC3CC(CC2C3)C1)B1OC(C(O1)(C)C)(C)C